tert-butyl 4-(2-(4-(4-(2,4-dioxotetrahydropyrimidin-1(2H)-yl)-1H-indol-1-yl)piperidin-1-yl)ethyl)piperidine-1-carboxylate O=C1N(CCC(N1)=O)C1=C2C=CN(C2=CC=C1)C1CCN(CC1)CCC1CCN(CC1)C(=O)OC(C)(C)C